FS(=O)(=O)NS(=O)(=O)F.[NH4+] ammonium bis(fluorosulfonyl)amine